N[C@@H]1CN(C[C@@H](C1)C1=NN=C2N1CCCC2)C(=O)OC(C)(C)C (3S,5R)-tert-butyl 3-amino-5-(5,6,7,8-tetrahydro-[1,2,4]triazolo[4,3-a]pyridin-3-yl)piperidine-1-carboxylate